BrC1=C(C=C(C(=O)N2CC=3N(C[C@@H]2C)C(N(C3C(=O)N[C@@H](C)C3=CC=CC=C3)C3=CC=C(C=C3)OC3CC3)=O)C=C1)Cl |&1:12| (6SR)-7-(4-bromo-3-chloro-benzoyl)-2-[4-(cyclopropoxy)phenyl]-6-methyl-3-oxo-N-[(1S)-1-phenylethyl]-6,8-dihydro-5H-imidazo[1,5-a]pyrazine-1-carboxamide